C1=CC=CC2=CC3=CC=CC=C3C(=C12)[Si](OC)(OC)OC 9-anthracenyl-(trimethoxy)silane